BrC=1C=C2C=C(C(NC2=NC1)=O)C(=O)N[C@H](C)C1=CC=C(C=C1)F (R)-6-bromo-N-(1-(4-fluorophenyl)ethyl)-2-oxo-1,2-dihydro-1,8-naphthyridine-3-carboxamide